racemic-2-(((3-butyl-3-ethyl-7-methoxy-1,1-dioxido-5-phenyl-2,3,4,5-tetrahydro-1,5-benzothiazepin-8-yl)methyl)thio)acetic acid C(CCC)[C@]1(CS(C2=C(N(C1)C1=CC=CC=C1)C=C(C(=C2)CSCC(=O)O)OC)(=O)=O)CC |r|